3-methyllanthionine CC([C@@H](C(=O)O)N)SC[C@@H](C(=O)O)N